C1(=CC=CC2=CC=CC=C12)S(=O)[O-].[Na+].NC1=CC(=C(C(=C1C(CC)=O)F)OC)F 1-(6-amino-2,4-difluoro-3-methoxyphenyl)propan-1-one sodium naphthalenesulfinate